(2S)-ethyl 2-bromo-2-fluoroacetate Br[C@@H](C(=O)OCC)F